FC(C1=NN(C(=C1)C(F)F)CC(=O)N1CCC(CC1)C=1SC=C(N1)C1=NOC(C1)C1=C(C=CC=C1)OCC#C)F 2-[3,5-bis(difluoromethyl)-1H-pyrazol-1-yl]-1-[4-(4-{5-[2-(prop-2-yn-1-yloxy)phenyl]-4,5-dihydro-1,2-oxazol-3-yl}-1,3-thiazole-2-yl)piperidin-1-yl]ethanone